N[C@@]1([C@@H](CCC1)CC)C(=O)[O-] (1S,2R)-1-amino-2-ethylcyclopentane-1-carboxylate